ClC1=C(COC=2C(=NC=C(C2)C2=CC(=C(C=C2)F)F)N)C(=CC=C1)Cl 3-(2,6-dichloro-benzyloxy)-5-(3,4-difluoro-phenyl)-pyridin-2-ylamine